6-chloro-N-(4-ethynylphenyl)-1H-indole-3-sulfonamide ClC1=CC=C2C(=CNC2=C1)S(=O)(=O)NC1=CC=C(C=C1)C#C